2-(7-(1-Acetylpiperidin-4-yl)-1-(cyclopropylmethyl)-1H-indol-2-yl)-4-fluoro-3-methylpyrazolo[1,5-a]pyridine-6-carboxylic acid C(C)(=O)N1CCC(CC1)C=1C=CC=C2C=C(N(C12)CC1CC1)C1=NN2C(C(=CC(=C2)C(=O)O)F)=C1C